4-(phenylethynyl)-l-phenylalanine methylester COC([C@@H](N)CC1=CC=C(C=C1)C#CC1=CC=CC=C1)=O